(2R)-2-(6-{5-chloro-2-[(oxan-4-yl)amino]pyrimidin-4-yl}-1-oxo-2,3-dihydro-1H-isoindol-2-yl)-N-[(1R)-1-[3-(hydroxymethyl)phenyl]ethyl]propanamide ClC=1C(=NC(=NC1)NC1CCOCC1)C1=CC=C2CN(C(C2=C1)=O)[C@@H](C(=O)N[C@H](C)C1=CC(=CC=C1)CO)C